ethyl 2-(((6-fluoro-5-(4-fluoro-3-(5-(2-(3-iodophenyl)-6,6-dimethyl-7-oxoheptan-2-yl)-1H-imidazol-2-yl)phenoxy)-1H-indol-4-yl)methyl)sulfonyl)acetate FC1=C(C(=C2C=CNC2=C1)CS(=O)(=O)CC(=O)OCC)OC1=CC(=C(C=C1)F)C=1NC(=CN1)C(C)(CCCC(C=O)(C)C)C1=CC(=CC=C1)I